C(C)(C)N(C(=O)C=1N=C(NC1C)C1=NC=CC(=C1)C=1C=NC=C(C1)N1CCOCC1)C N-Isopropyl-N,5-dimethyl-2-(5-morpholin-4-yl-3,4'-bipyridin-2'-yl)-1H-imidazole-4-carboxamide